N-(4-Fluorophenyl)-1-{1-[5-(trifluoromethyl)-4H-1,2,4-triazol-3-carbonyl]-1,2,3,4-tetrahydrochinolin-6-yl}cyclobutan-1-carboxamid FC1=CC=C(C=C1)NC(=O)C1(CCC1)C=1C=C2CCCN(C2=CC1)C(=O)C1=NN=C(N1)C(F)(F)F